C(C)(=O)C1=NN(C2=CC=C(C=C12)C=1C=C2C(=NC1)NC(=N2)C)CC(=O)N2[C@@H](C[C@H](C2)F)C(=O)NC2=NC(=CC=C2)Br (2S,4R)-1-(2-(3-acetyl-5-(2-methyl-3H-imidazo[4,5-b]pyridin-6-yl)-1H-indazol-1-yl)acetyl)-N-(6-bromopyridin-2-yl)-4-fluoropyrrolidine-2-carboxamide